NC=1C2=C(C(NN1)=O)N(C=C2C2=CC=C(CNC(C1=C(C=CC(=C1)F)OC)=O)C=C2)C2CCCC2 N-(4-(4-amino-1-cyclopentyl-7-oxo-6,7-dihydro-1H-pyrrolo[2,3-d]pyridazin-3-yl)benzyl)-5-fluoro-2-methoxybenzamide